COC(\C=C\S(=O)(=O)C1=C(C=CC(=C1)C)[N+](=O)[O-])=O 3-(5-methyl-2-nitrophenylsulfonyl)acrylic acid (E)-methyl ester